C(CC(O)(C(=O)OC12CC3CC(CC(C1)C3)C2)CC(=O)OC23CC1CC(CC(C2)C1)C3)(=O)OC31CC2CC(CC(C3)C2)C1 Tri(1-adamantyl) citrate